C(C1=CC=CC=C1)(=O)[O-] tolueneAT